2-(2-Cyclopropyl-7-methyl-4-oxo-6,7-dihydrothieno[3,2-c]pyridin-5(4H)-yl)-N-(pyrimidin-2-yl)acetamide C1(CC1)C1=CC=2C(N(CC(C2S1)C)CC(=O)NC1=NC=CC=N1)=O